FC1=C(C=CC=C1)N1N=CC(=C1C(F)(F)F)C(=O)O (2-fluorophenyl)-5-(trifluoromethyl)-1H-pyrazole-4-carboxylic acid